tert-butyl (e)-(4-(2-(6-((10-azidodecyl)oxy)pyridin-3-yl)vinyl)phenyl)(methyl)carbamate N(=[N+]=[N-])CCCCCCCCCCOC1=CC=C(C=N1)/C=C/C1=CC=C(C=C1)N(C(OC(C)(C)C)=O)C